C(C=C)(=O)N1CCN(CC1)C(CN1C2=C(N=C(C1=O)NC1=C(C(=CC(=C1Cl)OC)OC)Cl)C=CC(=N2)Cl)=O (2-(4-acryloylpiperazin-1-yl)-2-oxoethyl)-6-chloro-2-(2,6-dichloro-3,5-dimethoxyanilino)pyrido[2,3-b]pyrazin-3(4H)-one